(R)-1-(2-chloropyridin-3-yl)ethyl (1-methyl-4-(5-(2-(trifluoromethyl)pyrimidine-5-carboxamido)pyridin-2-yl)-1H-1,2,3-triazol-5-yl)carbamate CN1N=NC(=C1NC(O[C@H](C)C=1C(=NC=CC1)Cl)=O)C1=NC=C(C=C1)NC(=O)C=1C=NC(=NC1)C(F)(F)F